C(C1=CC=CC=C1)N1C(C=2NCCCC2C1=O)=O 6-benzyl-1,2,3,4-tetrahydro-6H-pyrrolo[3,4-B]pyridine-5,7-dione